COC(=O)C=1C(=CC=CC1)C1=CC=CC(=C1)SC 5'-(methylthio)[1,1'-biphenyl]-2-carboxylic acid methyl ester